N1N=CC(=C1)C=1C2=C(C(=NC1)NCC=1C=C(C(=O)NC3=NC=C(C=C3)OCCN(C)C)C=CC1)CCO2 3-(((7-(1H-pyrazol-4-yl)-2,3-dihydrofuro[3,2-c]pyridin-4-yl)amino)methyl)-N-(5-(2-(dimethylamino)ethoxy)pyridin-2-yl)benzamide